NCC1(CNC(N1)=O)C 5-(aminomethyl)-5-methyl-imidazolidinone